CC1=NC=CC(=N1)N1C=2C=CC(=NC2CCC1)C1(CCC1)C1=NC2=C(N1)C=C(C=C2)C#N 2-{1-[5-(2-methylpyrimidin-4-yl)-5,6,7,8-tetrahydro-1,5-naphthyridin-2-yl]cyclobutyl}-1H-benzimidazole-6-carbonitrile